COC([C@H](C)Br)=O.N1(CCNCC1)C(=O)N1N=C(C=C1)NC(C)=O N-(1-(piperazine-1-carbonyl)-1H-pyrazol-3-yl)acetamide (S)-methyl-2-bromopropionate